ClCCCOC1=C(CNC(OC(C)(C)C)=O)C=CC(=C1)C1=C(N=CS1)C tert-butyl (2-(3-chloropropoxy)-4-(4-methylthiazol-5-yl)benzyl)carbamate